ClC1=C(CCN2CCC(CC2)(C(=O)O)CC2=NC(=CC(=C2F)C)NC2=NNC(=C2)C)C=CC=C1Cl 1-(2,3-dichlorophenethyl)-4-((3-fluoro-4-methyl-6-((5-meth-yl-1H-pyrazol-3-yl)amino)-pyridin-2-yl)methyl)piperidine-4-carboxylic acid